5-chloro-N-((1r,4r)-4-((5-fluoro-3-(5-fluoro-2-methoxypyridin-4-yl)-3-hydroxy-2-oxoindolin-1-yl)methyl)cyclohexyl)-2-methylnicotinamide ClC=1C=NC(=C(C(=O)NC2CCC(CC2)CN2C(C(C3=CC(=CC=C23)F)(O)C2=CC(=NC=C2F)OC)=O)C1)C